NC1=CC(=NC=N1)OC1=CC(=C(C=C1)N1C(N(CC1=O)C1=CC(=CC=C1)C(F)F)=O)CC 3-{4-[(6-amino-4-pyrimidinyl)oxy]-2-ethylphenyl}-1-[3-(difluoromethyl)phenyl]-2,4-imidazolidinedione